FC=1C(=NC(=C(C1)F)O)C1CCC(CC1)=O 4-(3,5-difluoro-6-hydroxypyridin-2-yl)cyclohexan-1-one